4-(3-(3,5-dichlorophenyl)-4,4,4-trifluoro-3-hydroxybutanoyl)-2-methylbenzoic acid cesium salt [Cs+].ClC=1C=C(C=C(C1)Cl)C(CC(=O)C1=CC(=C(C(=O)[O-])C=C1)C)(C(F)(F)F)O